3-((4-(5-chloro-3-methyl-2-(morpholin-2-ylmethyl)phenyl)pyrrolo[2,1-f][1,2,4]triazin-6-yl)methyl)-1-methylpyrimidine-2,4(1H,3H)-dione ClC=1C=C(C(=C(C1)C1=NC=NN2C1=CC(=C2)CN2C(N(C=CC2=O)C)=O)CC2CNCCO2)C